C(COC=C)OC=C ethyleneBis(oxyethylene)